COC[C@@H]1NC(COC2=CC=CC(C3=NNC4=CC=C(OCC1)C=C34)=C2)=O |o1:3| (11R) or (11S)-11-(methoxymethyl)-7,14-dioxa-10,19,20-triazatetracyclo[13.5.2.12,6.018,21]tricosa-1(20),2(23),3,5,15,17,21-heptaen-9-one